C=1C=CCN2C=CC=CC12 Quinolizine